8,8-difluoro-N-(9-methyl-9-azabicyclo[3.3.1]nonan-3-yl)-6,7,8,9-tetrahydropyrido[1,2-a]indole-10-carboxamide FC1(CC=2N(C3=CC=CC=C3C2C(=O)NC2CC3CCCC(C2)N3C)CC1)F